Plutonium(IV) oxide [O-2].[Pu+4].[O-2]